4-bromo-1-cyclohexene BrC1CC=CCC1